C(O)(O)=O.C=1(O)C(O)=CC=CC1.C=1(O)C(O)=CC=CC1 bis-catechol carbonate